CN(C(=O)C=1N=CSC1)C1CCCC2=CC=CC=C12 thiazole-4-carboxylic acid methyl-(1,2,3,4-tetrahydro-naphthalen-1-yl)-amide